tri(4-vinyl-phenyl)phosphine hydrogen bromide salt Br.C(=C)C1=CC=C(C=C1)P(C1=CC=C(C=C1)C=C)C1=CC=C(C=C1)C=C